C1(CCCC1)C1=NOC(=N1)N1CCN(CC1)C=1SC2=C(C(N1)=O)C(=C(C=C2[N+](=O)[O-])C(F)(F)F)C 2-(4-(3-cyclopentyl-1,2,4-oxadiazol-5-yl)piperazin-1-yl)-5-methyl-8-nitro-6-(trifluoromethyl)-4H-benzo[e][1,3]thiazin-4-one